3-(2-amino-6-(furan-2-yl)pyrimidin-4-yl)-[1,2,4]triazolo[4,3-a]pyridin-7-ol NC1=NC(=CC(=N1)C1=NN=C2N1C=CC(=C2)O)C=2OC=CC2